2-((4-(2-(4-chloro-2-fluorophenyl)-2-methylbenzo[d][1,3]dioxol-4-yl)piperidin-1-yl)methyl)-1-(((S)-oxetan-2-yl)methyl)-1H-imidazole-5-carbaldehyde ClC1=CC(=C(C=C1)C1(OC2=C(O1)C=CC=C2C2CCN(CC2)CC=2N(C(=CN2)C=O)C[C@H]2OCC2)C)F